CN(S(=O)(=O)C1=CC=C(C=C1)CN1N=CC(=C1)B1OC(C(O1)(C)C)(C)C)C N,N-dimethyl-4-[[4-(4,4,5,5-tetramethyl-1,3,2-dioxaborolan-2-yl)pyrazol-1-yl]methyl]benzenesulfonamide